S1CCCCC1 tetrahydro-4H-thiopyran